2-(o-methylphenyl)-ethyl alcohol CC1=C(C=CC=C1)CCO